2-[6-Bromo-4-(difluoromethyl)-7-methyl-indazol-2-yl]acetic acid ethyl ester C(C)OC(CN1N=C2C(=C(C=C(C2=C1)C(F)F)Br)C)=O